N-methyl-N-[(2-methyl-3-furyl)methyl]-2-oxo-benzimidazole-5-sulfonamide CN(S(=O)(=O)C1=CC=2C(=NC(N2)=O)C=C1)CC1=C(OC=C1)C